C(CC(=O)O)(=O)C(O)(C[N+](C)(C)C)CC([O-])=O malonyl-carnitine